C1(CCCC1)N(C(=O)OCC=1N=C(SC1C1=CC=C(O[C@@H]2C[C@H](CCC2)C(=O)OC(C)C)C=C1)C)C |r| (+/-)-isopropyl (1S,3S)-3-(4-(4-(((cyclopentyl(methyl)carbamoyl)oxy)methyl)-2-methylthiazol-5-yl)phenoxy)cyclohexane-1-carboxylate